N-((trimethylsilyl)methyl)acetamide C[Si](C)(C)CNC(C)=O